4-amino-7-fluoro-N-((1R)-1-(3-methoxy-5-(trifluoromethyl)-2-pyridinyl)ethyl)-N,1-dimethyl-1H-pyrazolo[4,3-c]quinoline-8-carboxamide NC1=NC=2C=C(C(=CC2C2=C1C=NN2C)C(=O)N(C)[C@H](C)C2=NC=C(C=C2OC)C(F)(F)F)F